C(C1=CC=CC=C1)N1CCC(CC1)(O)CCNC(=O)C1CCN(CC1)C1=CC(=C(C=C1)OC(F)(F)F)F N-[2-(1-benzyl-4-hydroxypiperidin-4-yl)ethyl]-1-[3-fluoro-4-(trifluoromethoxy)phenyl]piperidine-4-carboxamide